ClC[Si](OCC)(OCC)C (chloromethyl)methyl-diethoxysilane